C(#N)CCOP(=O)([C@@]1([C@H]([C@@H](O[C@@H]1COC(C1=CC=C(C=C1)OC)(C1=CC=C(C=C1)OC)C1=CC=CC=C1)N1C(=O)NC(=O)C=C1)F)O)OC[C@@H]1[C@H]([C@H]([C@@H](O1)N1C=NC=2C(=O)NC(NC(C(C)C)=O)=NC12)F)O 5'-O-((2-Cyanoethoxy)(5'-O-(4,4'-Dimethoxytrityl)-2'-Fluorodeoxyuridine-3'-Yl)Phosphoryl)-2'-Fluoro-N2-Isobutyryldeoxyguanosine